FC1=C(C(=O)N([C@H]2CNCCC2)C2=NC=CC3=CC=CC(=C23)C)C=CC(=C1)NC1=NC=CC(=N1)N1CCC(CC1)O (R)-2-fluoro-4-((4-(4-hydroxypiperidin-1-yl)pyrimidin-2-yl)amino)-N-(8-methylisoquinolin-1-yl)-N-(piperidin-3-yl)benzamide